1,2-difluoro-1,1,2,2-tetrachloroethane FC(C(Cl)(Cl)F)(Cl)Cl